{1-[4-(6-Cyclobutoxy-pyridin-2-yl)-2,6-difluoro-phenyl]Pyrrolidin-3-yl}-acetic acid C1(CCC1)OC1=CC=CC(=N1)C1=CC(=C(C(=C1)F)N1CC(CC1)CC(=O)O)F